(E)-4-(2-(3-(hydroxyamino)-3-oxoprop-1-en-1-yl)phenyl)-N-(4-methoxyphenyl)-3-oxopiperazine-1-carboxamide ONC(/C=C/C1=C(C=CC=C1)N1C(CN(CC1)C(=O)NC1=CC=C(C=C1)OC)=O)=O